C(C)N(C=1C2=C(N=CN1)N(C=C2)C[C@]2([C@@H](CNCC2)O)O)CC2CCC(CC2)C(F)(F)F |r| (3RS,4RS)-4-((4-(Ethyl(((1r,4R)-4-(trifluoromethyl)cyclohexyl)methyl)amino)-7H-pyrrolo[2,3-d]pyrimidin-7-yl)methyl)piperidine-3,4-diol